9-(3-(1-(triphenylsilyl)-9H-carbazol-9-yl)phenyl)-9H-3,9'-bicarbazole C1(=CC=CC=C1)[Si](C1=CC=CC=2C3=CC=CC=C3N(C12)C=1C=C(C=CC1)N1C2=CC=CC=C2C=2C=C(C=CC12)N1C2=CC=CC=C2C=2C=CC=CC12)(C1=CC=CC=C1)C1=CC=CC=C1